4-amino-N-(2,2,2-trifluoroethyl)-N-((6-(trifluoromethyl)-3-pyridazinyl)methyl)-1,3-dihydrofuro[3,4-c][1,7]naphthyridine-8-carboxamide NC1=NC=2C=NC(=CC2C2=C1COC2)C(=O)N(CC=2N=NC(=CC2)C(F)(F)F)CC(F)(F)F